N1(CCCCC1)C(=O)P(C1=CC=CC=C1)(C(=O)N1CCCCC1)=O bis(piperidinoyl)-phenylphosphine oxide